CC1=C(C=CC=C1)C=C1C=C(C(C(=C1)C(C)(C)C)=O)C(C)(C)C 4-(2-methylphenyl)methylene-2,6-di-tert-butyl-2,5-cyclohexadiene-1-one